Cl.C(CC)S(=O)(=O)N propane-1-sulfonamide hydrochloride